FC1(CC1)C(=O)C=1N=C2N(N1)[C@@H](C[C@@H]2F)C2=CC=CC=C2 |r| (1-fluorocyclopropyl)(rac-(5s,7s)-7-fluoro-5-phenyl-6,7-dihydro-5H-pyrrolo[1,2-b][1,2,4]triazol-2-yl)methanone